C1N(CC12COCC2)C(=O)C2=NN1C([C@@H](N=C(C3=C1C=CC(=C3Cl)C(F)(F)F)C3=NC=CC=C3F)C)=N2 |r| 6-oxa-2-azaspiro[3.4]oct-2-yl-[rac-(4S)-7-chloro-6-(3-fluoro-2-pyridinyl)-4-methyl-8-(trifluoromethyl)-4H-[1,2,4]triazolo[1,5-a][1,4]benzodiazepine-2-Yl]methanone